2-(6-{5-Chloro-2-[(oxan-4-yl)amino]pyrimidin-4-yl}-1-oxo-2,3-dihydro-1H-isoindol-2-yl)-N-[(1S,2S)-1-(3-fluoro-5-methoxyphenyl)-2-hydroxypropyl]acetamid ClC=1C(=NC(=NC1)NC1CCOCC1)C1=CC=C2CN(C(C2=C1)=O)CC(=O)N[C@H]([C@H](C)O)C1=CC(=CC(=C1)OC)F